1-isopropyl-3-(6-(4-isopropyl-4H-1,2,4-triazol-3-yl)pyridin-2-yl)-6-(2-methoxyethoxy)quinolin-4(1H)-one C(C)(C)N1C=C(C(C2=CC(=CC=C12)OCCOC)=O)C1=NC(=CC=C1)C1=NN=CN1C(C)C